ClC1=CC=C(C2=CC=CC=C12)C#N 4-chloro-1-naphthalenecarbonitrile